zinc bis(2-ethylhexanoic acid) C(C)C(C(=O)O)CCCC.C(C)C(C(=O)O)CCCC.[Zn]